nona(trimethylsiloxy)tetrasilylstyrene tert-butyl-(S)-2-((R)-cyano(hydroxy)methyl)pyrrolidine-1-carboxylate C(C)(C)(C)OC(=O)N1[C@@H](CCC1)[C@@H](O)C#N.C[Si](OC1C(C(C(C(C1(C(=C([SiH3])[SiH3])[SiH3])O[Si](C)(C)C)([SiH3])O[Si](C)(C)C)(O[Si](C)(C)C)O[Si](C)(C)C)(O[Si](C)(C)C)O[Si](C)(C)C)(O[Si](C)(C)C)O[Si](C)(C)C)(C)C